NC(C(=O)O)CCCCCS 2-amino-7-mercaptoheptanoic acid